N-(5-(1-Ethylpiperidin-4-yl)pyridin-2-yl)-5-fluoro-4-(3-isopropyl-6-methyl-3H-thieno[2,3-d]imidazol-5-yl)pyrimidin-2-amine C(C)N1CCC(CC1)C=1C=CC(=NC1)NC1=NC=C(C(=N1)C1=C(C2=C(N(C=N2)C(C)C)S1)C)F